(±)-3-amino-N-(3,4-dichlorophenyl)-6,7,8,9-tetrahydro-5H-6,9-epiminocyclohepta[c]pyridine NC1=CC2=C(CN1C1=CC(=C(C=C1)Cl)Cl)C1CCC(C2)N1